(R and S)-5-chloro-1-(1-methyl-1H-pyrazol-4-yl)-6-(1-(oxetan-3-yl)azepan-4-yl)-1H-indazole ClC=1C=C2C=NN(C2=CC1[C@H]1CCN(CCC1)C1COC1)C=1C=NN(C1)C |r|